FC(C1=C(C=NC=C1OCC)C1=C(C=C(C=C1)NC1(NCOC1)C(=O)O)COCCC(C)C)F 4-({4-[4-(difluoromethyl)-5-ethoxypyridin-3-yl]-3-[(3-methylbutoxy)methyl]phenyl}amino)oxazolidine-4-carboxylic acid